C(C)(C)(C)OC(=O)NC([C@@H](C(=O)OC)NC(C1=CC=C(C=C1)C#C)=O)(C)C methyl (S)-3-(tert-Butoxycarbonylamino)-2-(4-ethynylbenzoylamino)-3-methylbutanoate